FC=1C=C2C(N(C=NC2=CC1)C[C@H]1CCN(CC12CCCC2)C(=O)OC(C)(C)C)=O tert-butyl (S)-10-((6-fluoro-4-oxoquinazolin-3(4H)-yl)methyl)-7-azaspiro[4.5]decane-7-carboxylate